tert-butyl 4-[2-(2,6-dioxopiperidin-3-yl)-1,3-dioxoisoindol-4-yl]piperidine-1-carboxylate O=C1NC(CCC1N1C(C2=CC=CC(=C2C1=O)C1CCN(CC1)C(=O)OC(C)(C)C)=O)=O